tert-Butyl (R)-2-((R)-6,8-dichloro-1-methyl-1,2,3,4-tetrahydroisoquinoline-2-carbonyl)morpholine-4-carboxylate ClC=1C=C2CCN([C@@H](C2=C(C1)Cl)C)C(=O)[C@H]1CN(CCO1)C(=O)OC(C)(C)C